(2S)-4-[6-[(6-methoxy-2-methyl-3,4-dihydro-1H-isoquinolin-7-yl)amino]-3-methyl-pyrazolo[3,4-d]pyrimidin-1-yl]butan-2-ol COC=1C=C2CCN(CC2=CC1NC1=NC=C2C(=N1)N(N=C2C)CC[C@H](C)O)C